2,2'-(perfluoronaphthalen-2,6-diylidene)-dimalononitrile FC=1C(C(=C(C2=C(C(C(=C(C12)F)F)=C(C#N)C#N)F)F)F)=C(C#N)C#N